(R)-N-(7-(4-amino-1-(piperidin-3-yl)-1H-pyrazolo[3,4-d]pyrimidin-3-yl)benzo[d][1,3]dioxolan-4-yl)-furan-2-carboxamide NC1=C2C(=NC=N1)N(N=C2C2=CC=C(C1=C2OCO1)NC(=O)C=1OC=CC1)[C@H]1CNCCC1